FC(C1=C2C(=NNC1=O)[C@@H](CC2)N2C[C@@H](OCC2)C(=O)N2CCN(CC2)C2=NC=C(C=N2)C(F)(F)F)(F)F (R)-4-(trifluoromethyl)-7-((R)-2-(4-(5-(trifluoromethyl)pyrimidin-2-yl)piperazine-1-carbonyl)morpholino)-2,5,6,7-tetrahydro-3H-cyclopenta[c]pyridazin-3-one